[C@H]1([C@H](CCC1)N)N (1s,2s)-1,2-cyclopentanediamine